N-(1-(4-fluoro-2,6-dimethylbenzyl)-6-(7-hydroxy-1-methyl-1H-pyrrolo[2,3-c]pyridin-3-yl)-1H-indol-4-yl)ethanesulfonamide FC1=CC(=C(CN2C=CC3=C(C=C(C=C23)C2=CN(C3=C(N=CC=C32)O)C)NS(=O)(=O)CC)C(=C1)C)C